N-((1R,2R,4S)-7-cyano-7-azabicyclo[2.2.1]heptan-2-yl)-4-(4-(trifluoromethyl)-1H-pyrazol-1-yl)benzamide C(#N)N1[C@H]2[C@@H](C[C@@H]1CC2)NC(C2=CC=C(C=C2)N2N=CC(=C2)C(F)(F)F)=O